C(C)(=O)N1[C@H]([C@@H]([C@H](C2=CC(=CC=C12)N1C[C@@H](N(CC1)C(=O)OC(C)(C)C)C)NC1=NC(=CC=C1)OC)C)C1CC1 (S)-tert-Butyl 4-((2S,3R,4R)-1-acetyl-2-cyclopropyl-4-((6-methoxypyridin-2-yl)amino)-3-methyl-1,2,3,4-tetrahydroquinolin-6-yl)-2-methylpiperazine-1-carboxylate